tert-butyl (2-fluoro-3-methoxy-6-(4,4,5,5-tetramethyl-1,3,2-dioxaborolan-2-yl) benzyl)carbamate FC1=C(CNC(OC(C)(C)C)=O)C(=CC=C1OC)B1OC(C(O1)(C)C)(C)C